(3-((3R,5S,6r)-tricyclo[3.1.1.03,6]heptan-1-yl)phenyl)boronic acid C12(C[C@H]3C[C@H](C31)C2)C=2C=C(C=CC2)B(O)O